FC1(CN(CC1)C1=NC=CC(=C1NC(=O)C=1C=NC(=NC1)C(C)C)C=1C=C2C=CNC2=CC1F)F N-(2-(3,3-difluoropyrrolidin-1-yl)-4-(6-fluoro-1H-indol-5-yl)pyridin-3-yl)-2-isopropylpyrimidine-5-carboxamide